(1S,2R)-2-(((R)-(2-aminopyridin-3-yl)(4-isopropylphenyl)methyl)carbamoyl)cyclopentane-1-carboxylic acid NC1=NC=CC=C1[C@@H](C1=CC=C(C=C1)C(C)C)NC(=O)[C@H]1[C@H](CCC1)C(=O)O